(2'r,7r)-2,2'-dimethyl-spiro[4,5-dihydrothieno[2,3-c]pyran-7,4'-piperidine] CC1=CC2=C(S1)[C@@]1(C[C@H](NCC1)C)OCC2